4-(8,11-Di-t-butylperylene-3-yl)butanoic acid C(C)(C)(C)C=1C=C2C3=CC=CC4=C(C=CC(C=5C=C(C=C(C1)C25)C(C)(C)C)=C43)CCCC(=O)O